O1N=C(C=C1)OCC([C@H](C[C@H]1C(NCC1)=O)NC([C@H](CC(C)C)NC(=O)C=1NC2=CC=CC(=C2C1)OC)=O)=O N-((S)-1-(((S)-4-(isoxazol-3-yloxy)-3-oxo-1-((S)-2-oxopyrrolidin-3-yl)butan-2-yl)amino)-4-methyl-1-oxopentan-2-yl)-4-methoxy-1H-indole-2-carboxamide